3H-1,3-benzoxazine O1CNCC2=C1C=CC=C2